C(C)(C)(C)OC(=O)NCC(CN1N=CC(=C1)C1=C(C=C(OC[C@H](C(=O)OC(C2=CC=CC=C2)C2=CC=CC=C2)O)C=C1)F)O[Si](C)(C)C(C)(C)C benzhydryl (2R)-3-(4-(1-(3-((tert-butoxycarbonyl)amino)-2-((tert-butyldimethyl-silyl)oxy)propyl)-1H-pyrazol-4-yl)-3-fluorophenoxy)-2-hydroxypropanoate